ethyl naphtho[2,1-d]oxazole-2-carboxylate O1C(=NC2=C1C1=CC=CC=C1C=C2)C(=O)OCC